4-((1-(4-Ethylpyrimidin-2-yl)piperidin-4-yl)methoxy)-3-(fluorophenyl)-2H-benzo[d][1,3]oxathiol-3-oxid C(C)C1=NC(=NC=C1)N1CCC(CC1)COC1=CC=CC2=C1S(CO2)(C2=C(C=CC=C2)F)=O